NCCN1N=NC(=C1)COC1=CC2=C(C=C1)OCO2 1-(2-Aminoethyl)-4-[(3,4-methylenedioxyphenoxy)methyl]-1H-1,2,3-triazole